6-chloro-N-[2-fluoro-4-(trifluoromethoxy)phenyl]-1H-pyrrolo[2,3-b]pyridine-3-sulfonamide ClC1=CC=C2C(=N1)NC=C2S(=O)(=O)NC2=C(C=C(C=C2)OC(F)(F)F)F